C[Si](C)(C)/N=C(\C(F)(F)F)/O[Si](C)(C)C N,O-Bis(trimethylsilyl)trifluoroacetamide